C(#N)[C@@H]1CC[C@H](CC1)N1N=CC(=C1)NC1=NC=C(C(=N1)C1=C(C(=O)NCC#N)C=CC=C1)C (2-((1-(trans-4-cyanocyclohexyl)-1H-pyrazol-4-yl)amino)-5-methylpyrimidin-4-yl)-N-(cyanomethyl)benzamide